NC1COC2C1OCC2O 6-amino-hexahydrofuro[3,2-b]furan-3-ol